FC1=C(C=CC(=C1)O)C1=NN(C(=C1)C)C1CC2(CN(C2)C(=O)OC(C)(C)C)C1 tert-butyl 6-(3-(2-fluoro-4-hydroxyphenyl)-5-methyl-1H-pyrazol-1-yl)-2-azaspiro[3.3]heptane-2-carboxylate